C(CCCCCCCCC)N(C=O)C N-decyl-N-methylformamide